N-[5-(1H-benzimidazol-2-yl)-1H-pyrazol-3-yl]-6-(2-ethoxyethylamino)-pyridine-3-carboxamide N1C(=NC2=C1C=CC=C2)C2=CC(=NN2)NC(=O)C=2C=NC(=CC2)NCCOCC